5-pentyldisulfide CCCCCSSCCCCC